FC(F)(F)P(C1=CC=C(C=C1)N1CCCC1)C1=CC=C(C=C1)N1CCCC1 ((Trifluoromethyl)phosphanediyl)bis(4,1-phenylene)dipyrrolidine